FC1(CCN(CCC1)C1=C(C(=O)N)C=CC(=N1)C)F 2-(4,4-Difluoroazepan-1-yl)-6-methylnicotinamide